ClC=1C=C(C=CC1F)NC1=NC2=C(C=CC=C2C(=N1)N[C@H](CC)C1CC1)N1CCNCC1 (R)-N2-(3-chloro-4-fluorophenyl)-N4-(1-cyclopropylpropyl)-8-(piperazin-1-yl)quinazoline-2,4-diamine